S-trityl-thioglycolic acid C(C1=CC=CC=C1)(C1=CC=CC=C1)(C1=CC=CC=C1)SCC(=O)O